2-amino-N-[[6-(1H-benzimidazol-2-ylsulfanylmethyl)-2-pyridyl]methyl]-8-methoxy-quinazoline-4-carboxamide NC1=NC2=C(C=CC=C2C(=N1)C(=O)NCC1=NC(=CC=C1)CSC1=NC2=C(N1)C=CC=C2)OC